C1(CC1)C1=CC(=NN1)NC1=NC(=NC2=CC=CC=C12)N1C2CN(C(C1)C2)C(=O)OC(C)(C)C tert-butyl 5-(4-((5-cyclopropyl-1H-pyrazol-3-yl)amino)quinazolin-2-yl)-2,5-diazabicyclo[2.2.1]heptane-2-carboxylate